C(C)SC1=C(N=C2N1C=C(C=C2)C(F)(F)F)N2N=CC(=C2)OCC(C(C(F)(F)F)(F)F)(F)F 3-(ethylthio)-2-[4-(2,2,3,3,4,4,4-heptafluorobutoxy)-1H-pyrazol-1-yl]6-(trifluoromethyl)imidazo[1,2-a]pyridine